ClC=1C(=NC=NC1CC)N[C@H](CO)C (S)-2-((5-chloro-6-ethylpyrimidin-4-yl)amino)propanol